4-[2-Cyclopropyl-6-[6-fluoro-4-[[(3S)-3-methylpiperidin-1-yl]methyl]-2-oxo-benzo[cd]indol-1(2H)-yl]pyridin-4-yl]-3-(4-methyl-4H-1,2,4-triazol-3-yl)benzonitrile C1(CC1)C1=NC(=CC(=C1)C1=C(C=C(C#N)C=C1)C1=NN=CN1C)N1C(C2=C3C(C(=CC=C13)F)=CC(=C2)CN2C[C@H](CCC2)C)=O